C(C)(C)(C)N(CC(=O)O)C(C=C)=O tert-butyl-acryloylglycine